Cl.CN(CCN(C(C1=CC=C(C=C1)OC[C@@H]1CNCC[C@H]1C1=CC=C(C=C1)F)=O)C)C N-(2-(dimethylamino)-ethyl)-4-(((3S,4R)-4-(4-fluorophenyl)piperidin-3-yl)methoxy)-N-meth-ylbenzamide hydrochloride